ethyl 2-(1,7-dimethylisoquinolin-5-yl)acetate CC1=NC=CC2=C(C=C(C=C12)C)CC(=O)OCC